(R)-(6-((2-ethyl-2H-1,2,3-triazol-4-yl)sulfonyl)-1-(4-fluorophenyl)-4,4a,5,6,7,8-hexahydro-1H-pyrazolo[3,4-g]isoquinolin-4a-yl)(4-(trifluoromethyl)pyridin-2-yl)methanone C(C)N1N=CC(=N1)S(=O)(=O)N1C[C@]2(CC3=C(C=C2CC1)N(N=C3)C3=CC=C(C=C3)F)C(=O)C3=NC=CC(=C3)C(F)(F)F